tert-butyl N-[(3R)-1-[7-({8-fluoro-2-methylimidazo[1,2-a]pyridin-6-yl}carbamoyl)-2-methylindazol-4-yl] pyrrolidin-3-yl]-N-isopropylcarbamate FC=1C=2N(C=C(C1)NC(=O)C1=CC=C(C3=CN(N=C13)C)N1C[C@@H](CC1)N(C(OC(C)(C)C)=O)C(C)C)C=C(N2)C